C(CCCCCC)OC(CCCCCCCCC/C=C/CCO)OCCCCCCC (3E)-14,14-diheptyloxy-3-tetradecen-1-ol